orthophosphoric acid, potassium salt [K+].P([O-])([O-])([O-])=O.[K+].[K+]